4-(4-propenoylpiperazin-1-yl)-6-fluoro-7-(2-fluoro-6-hydroxyphenyl)-1-(2-isopropyl-6-methylphenyl)pyrido[2,3-d]pyrimidin-2(1H)-one C(C=C)(=O)N1CCN(CC1)C=1C2=C(N(C(N1)=O)C1=C(C=CC=C1C)C(C)C)N=C(C(=C2)F)C2=C(C=CC=C2O)F